C(CCCCC)(=O)OCC ethyl normal hexanoate